CON(C(=O)C=1SC2=C(C1)C=C(C(=C2)OC)OCOC)C N,6-dimethoxy-5-methoxymethoxy-N-methylbenzothiophene-2-carboxamide